NC=1C=C(C#N)C=CC1OCCOC1=CC(=CC=C1)N1C(=NC=C1)C1CC1 3-amino-4-(2-(3-(2-cyclopropyl-1H-imidazol-1-yl)phenoxy)ethoxy)benzonitrile